2-(5-((3-ethoxypyridin-2-yl)oxy)pyridin-3-yl)-N-((3R,4R)-4-fluoropiperidin-3-yl)pyrimidine-5-carboxamide C(C)OC=1C(=NC=CC1)OC=1C=C(C=NC1)C1=NC=C(C=N1)C(=O)N[C@@H]1CNCC[C@H]1F